2-(4-cyclopropyl-6-methoxypyrimidin-5-yl)-8-isopropyl-9-(4-(5-methyl-3-(trifluoromethyl)-1H-pyrazol-1-yl)benzyl)-9H-purine C1(CC1)C1=NC=NC(=C1C1=NC=C2N=C(N(C2=N1)CC1=CC=C(C=C1)N1N=C(C=C1C)C(F)(F)F)C(C)C)OC